(S)-N-(1-isobutylpyrrolidin-3-yl)-4-(pyrazin-2-yl)-3,4-dihydroquinoxaline-1(2H)-carboxamide C(C(C)C)N1C[C@H](CC1)NC(=O)N1CCN(C2=CC=CC=C12)C1=NC=CN=C1